2-((3-(1-acetyl-4-hydroxypiperidin-4-yl)-5-chloro-1,7-dimethyl-2-oxo-1,2-Dihydro-1,6-naphthyridin-8-yl)oxy)ethyl(methyl)carbamate C(C)(=O)N1CCC(CC1)(O)C=1C(N(C2=C(C(=NC(=C2C1)Cl)C)OCCN(C([O-])=O)C)C)=O